(R)-3-methoxy-5-(8-methyl-5,6,7,8-tetrahydro-[1,2,4]triazolo[4,3-a]pyrazin-3-yl)-1,2,4-thiadiazole COC1=NSC(=N1)C1=NN=C2N1CCN[C@@H]2C